2-((2-(4-(tert-Butyl)pyrimidin-2-yl)-1H-indol-5-yl)thio)acetic acid C(C)(C)(C)C1=NC(=NC=C1)C=1NC2=CC=C(C=C2C1)SCC(=O)O